4-(t-butyl)benzylamine C(C)(C)(C)C1=CC=C(CN)C=C1